N-(3,3-difluoro-2-hydroxypropyl)-3-oxo-2-(pyridin-3-yl)-6-[4-(trifluoromethyl)phenyl]-2,3-dihydropyridazine FC(C(CN1N(C(CC=C1C1=CC=C(C=C1)C(F)(F)F)=O)C=1C=NC=CC1)O)F